NC1=CC(=C(C(=O)OC)C=C1SCC)OC Methyl 4-amino-5-ethylthio-2-methoxybenzoate